NC=1NC(=NN1)C1=CC=C(OCC(=O)NC(C)C)C=C1 2-[4-(5-amino-4H-1,2,4-triazol-3-yl)phenoxy]-N-isopropyl-acetamide